ClCC(=O)NC(NC1=NC=CC(=C1)C(F)(F)F)=O 2-chloro-N-((4-(trifluoromethyl)pyridin-2-yl)carbamoyl)acetamide